6-((4-((2-Amino-4-phenylthiazol-5-yl)oxy)pyridin-2-yl)amino)pyridinecarboxamide NC=1SC(=C(N1)C1=CC=CC=C1)OC1=CC(=NC=C1)NC1=CC=CC(=N1)C(=O)N